[Si].CC1=NC(=CC(=N1)NC1=C(C(=O)NOCC)C(=CC=N1)NC1=C(C(=CC(=C1)F)C1=NC=C(N=C1)C)OC)C ((2,6-dimethyl-pyrimidin-4-yl)amino)-N-ethoxy-4-((5-fluoro-2-methoxy-3-(5-methyl-pyrazin-2-yl)phenyl)amino)nicotinamide silicon